C(C(=C)C)(=O)OCCC[Si]([SiH2][SiH3])=O gamma-(methacryloyloxy)propyl-trisilaneOne